BrCC(=O)C1=C(NC2=CC(=CC=C12)F)C 2-bromo-1-(6-fluoro-2-methyl-1H-indol-3-yl)ethan-1-one